Dimethylsilylene-(2-isopropyl-4-(p-tert-butyl-phenyl)indenyl)(2-methyl-4-phenyl-indenyl)zirconium dichloride [Cl-].[Cl-].C[Si](=[Zr+2](C1C(=CC2=C(C=CC=C12)C1=CC=CC=C1)C)C1C(=CC2=C(C=CC=C12)C1=CC=C(C=C1)C(C)(C)C)C(C)C)C